C1(CC1)C(C(F)(F)F)OC1=CC=C(C=N1)C=1N=CC=2N(C1)C(=NN2)C(F)(F)OCC 6-[6-(1-cyclopropyl-2,2,2-trifluoro-ethoxy)-3-pyridyl]-3-[ethoxy(difluoro)methyl]-[1,2,4]triazolo[4,3-a]pyrazine